9,10-bis[N,N-bis(p-tolyl)amino]anthracene C1(=CC=C(C=C1)N(C1=CC=C(C=C1)C)C=1C2=CC=CC=C2C(=C2C=CC=CC12)N(C1=CC=C(C=C1)C)C1=CC=C(C=C1)C)C